N-(4,4-dimethyl-1-(1-(2,4,4-trimethylpentan-2-yl)-1H-tetrazol-5-yl)pentyl)isoquinolin-4-amine CC(CCC(C1=NN=NN1C(C)(CC(C)(C)C)C)NC1=CN=CC2=CC=CC=C12)(C)C